C(C)(C)(C)OC(=O)C1=CC(=NC2=CC=CC=C12)N1N=CC=2CCCCC12 (4,5,6,7-tetrahydro-1H-indazol-1-yl)quinoline-4-carboxylic acid tert-butyl ester